(3R)-3-(1-cyclopropyl-3-(2-fluoro-4-(trifluoromethoxy)benzyl)ureido)-N-(tetrahydrofuran-3-yl)piperidine-1-carboxamide C1(CC1)N(C(=O)NCC1=C(C=C(C=C1)OC(F)(F)F)F)[C@H]1CN(CCC1)C(=O)NC1COCC1